(S)-2-(5-(5-(trifluoromethyl)-1,3,4-oxadiazol-2-yl)-1,4,5,6-tetrahydropyrrolo[3,4-d]imidazol-4-yl)benzo[d]oxazole FC(C1=NN=C(O1)N1CC=2NC=NC2[C@H]1C=1OC2=C(N1)C=CC=C2)(F)F